CC1=C(CNC2=CC(OC3=C2C=C(C=C3)[N+](=O)[O-])=O)C=CC=C1 4-((2-methylbenzyl)amino)-6-nitro-2H-benzopyran-2-one